NC1=CC=C(C=C1)C=1N=C(SC1)NC=1C(=NN(C1)CCOC)C 4-(4-aminophenyl)-N-(1-(2-methoxyethyl)-3-methyl-1H-pyrazol-4-yl)thiazol-2-amine